6-(2-(2-(4-(2-fluoro-9-hydroxy-9-(trifluoromethyl)-9H-fluoren-4-yl)-1H-pyrazol-1-yl)propanoyl)hydrazinyl)nicotinic acid FC1=CC=2C(C3=CC=CC=C3C2C(=C1)C=1C=NN(C1)C(C(=O)NNC1=NC=C(C(=O)O)C=C1)C)(C(F)(F)F)O